ClC1=CC(=C(C=C1)NC=1C=C2C(=NC1C=1C=3C(C(N(C1)C)=O)=CN(N3)C)NC=C2)F 7-(5-((4-chloro-2-fluorophenyl)amino)-1H-pyrrolo[2,3-b]pyridin-6-yl)-2,5-dimethyl-2,5-dihydro-4H-pyrazolo[4,3-c]pyridin-4-one